6-(dimethylamino)pyridin-3-ylboronic acid CN(C1=CC=C(C=N1)B(O)O)C